BrC=1C=C2C(=NC1)N(C=C2C(=O)C=2C(=C(C=CC2F)NS(=O)(=O)CC2CC2)F)C(C2=C(C=CC=C2Cl)Cl)=O N-[3-[5-bromo-1-(2,6-dichlorobenzoyl)pyrrolo[2,3-b]pyridine-3-carbonyl]-2,4-difluoro-phenyl]-1-cyclopropyl-methanesulfonamide